COC=1N=C2C(=NC1)N(C(=C2C(=O)N2CC(CCC2)COC2=C(C=CC=C2)C)C2=CC=CC=C2)C (2-methoxy-5-methyl-6-phenyl-5H-pyrrolo[2,3-b]pyrazin-7-yl)(3-((o-tolyloxy)methyl)piperidin-1-yl)methanone